ClC=1C=C(C=CC1F)C(C=1NC=C(N1)C)C1=CC(=C(C=C1)F)Cl 2-(bis(3-chloro-4-fluorophenyl)methyl)-4-methyl-1H-imidazole